(E,E)-3,13-Octadecadienyl acetate C(C)(=O)OCC\C=C\CCCCCCCC\C=C\CCCC